3-[6-[(3S)-4-[2-(4-fluoro-4-piperidyl)ethyl]-3-methyl-piperazin-1-yl]pyrimidin-4-yl]-5-(1-methylcyclopropoxy)-2H-indazole FC1(CCNCC1)CCN1[C@H](CN(CC1)C1=CC(=NC=N1)C=1NN=C2C=CC(=CC12)OC1(CC1)C)C